O=C1NC(CCC1N1C(C2=CC=C(C=C2C1=O)N1CCC(CC1)=O)=O)=O 2-(2,6-dioxopiperidin-3-yl)-5-(4-oxopiperidin-1-yl)isoindole-1,3-dione